C(C=C)CCCCCCCCCCO allyl-decyl alcohol